Benzyl (2R,4S)-2-(tert-butyl)-4-((1-methylcyclohexyl)methyl)-5-oxooxazolidine-3-carboxylate C(C)(C)(C)[C@H]1OC([C@@H](N1C(=O)OCC1=CC=CC=C1)CC1(CCCCC1)C)=O